D-glucose, sodium salt [Na].O=C[C@H](O)[C@@H](O)[C@H](O)[C@H](O)CO